6-Cyclopentyl-9-β-D-ribofuranosyl-7-deazapurine C1(CCCC1)C1=C2C=CN(C2=NC=N1)[C@H]1[C@H](O)[C@H](O)[C@H](O1)CO